C(C=C)(=O)OC(C1=C(C=C(C=C1)Cl)Cl)OC(C)=O (acetoxy (2,4-dichlorophenyl) methyl) acrylate